(3-chloro-2,4-dimethyl-5,7-dihydropyrrolo[3,4-b]pyridin-6-yl)-[(3R)-1-(4-methoxypyrimidin-2-yl)pyrrolidin-3-yl]methanone ClC=1C(=C2C(=NC1C)CN(C2)C(=O)[C@H]2CN(CC2)C2=NC=CC(=N2)OC)C